CC1=C(C(=CC(=C1)C)C)OC(C(=C)COCCP(=O)(O)O)=O 2-[4-(dihydroxyphosphoryl)-2-oxabutyl]-acrylic acid-2,4,6-trimethylphenyl ester